C1=C(C=CC=2C3=CC=C(C=C3NC12)N)N 9H-carbazole-2,7-diamine